Cl.FC=1C=C(C=CC1F)[C@H]1[C@@H](C1)NC1=C2N=CN(C2=NC(=N1)SCCC)CC#C N-((1R,2S)-2-(3,4-difluorophenyl)cyclopropyl)-9-(prop-2-yn-1-yl)-2-(propylsulfanyl)-9H-purin-6-amine hydrochloride